ClC1=C(C(=CC=C1)O)C1=C(C2=C(CN3[C@@H](CO2)CN(CC3)C(=O)OC(C)(C)C)C=C1C#CC)F tert-butyl (12aR)-9-(2-chloro-6-hydroxyphenyl)-10-fluoro-8-(prop-1-yn-1-yl)-3,4,12,12a-tetrahydro-6H-pyrazino[2,1-c][1,4]benzoxazepine-2(1H)-carboxylate